FC=1C=C(C(=O)OC)C=CC1[N+](=O)[O-] methyl 3-fluoro-4-nitro-benzoate